CC1(OB(OC1(C)C)C=1C=C(C=CC1)C1=CC(=CC=C1)C1=CC(=CC=C1)C1=CC=CC=C1)C 4,4,5,5-tetramethyl-2-[1,1':3',1'':3'',1'''-quaTerphenyl]-3-yl-1,3,2-dioxaborolane